C(C)N1CCC2=C(CC1=O)C=C(C(=C2)[N+](=O)[O-])NC(C)=O N-(3-ethyl-8-nitro-4-oxo-2,3,4,5-tetrahydro-1H-benzo[d]azepin-7-yl)acetamide